5-bromo-2-naphthaleneethanone BrC1=C2C=CC(=CC2=CC=C1)CC=O